FC1(CCN(CC1)C1=NC2=CC(=C(C=C2C(=N1)NC1=CN=C(S1)C)OC)C#CCN1CCCC1)F N-(2-(4,4-difluoropiperidin-1-yl)-6-methoxy-7-(3-(pyrrolidin-1-yl)prop-1-yn-1-yl)quinazolin-4-yl)-2-methylthiazol-5-amine